(2S,4R)-4-((tert-butyldiphenylsilyl)oxy)pyrrolidine-1,2-dicarboxylic acid [Si](C1=CC=CC=C1)(C1=CC=CC=C1)(C(C)(C)C)O[C@@H]1C[C@H](N(C1)C(=O)O)C(=O)O